(S)-4-fluoroquinuclidine FC12CCN(CC1)CC2